(R)-2-amino-2-methyl-3-(prop-2-yn-1-ylthio)propanoic acid N[C@](C(=O)O)(CSCC#C)C